silver Ruthenium [Ru].[Ag]